ClC=1C=C(C(=O)N2CC=3C(=NN4C3C(N(C[C@H]4C(=O)N(C)C)C(C)C=4C=NC(=CC4)C(F)(F)F)=O)C[C@H]2C)C=CC1Cl (3R,7S)-2-(3,4-Dichlorobenzoyl)-N,N,3-trimethyl-10-oxo-9-(1-(6-(trifluoromethyl)pyridin-3-yl)ethyl)-1,2,3,4,7,8,9,10-octahydropyrido[4',3':3,4]pyrazolo[1,5-a]pyrazine-7-carboxamide